(5S)-2-(2,4-difluorophenyl)-5-methylpyrrolidine FC1=C(C=CC(=C1)F)C1N[C@H](CC1)C